C12(CNCCNCC(CNCCNC1)(CNCCNC2)N)N 3,6,10,13,16,19-hexaazabicyclo(6.6.6)eicosane-1,8-diamine